FC1=CC=C(C=C1)[C@@H]1N(CCC2=CC=CC=C12)C(=O)OC12C(C(C1)C2)N(C)C(=O)OCC2=CC=CC=C2 (((benzyloxy)carbonyl)(methyl)amino)bicyclo[1.1.1]pentan-1-yl (S)-1-(4-fluorophenyl)-3,4-dihydroisoquinoline-2(1H)-carboxylate